C1C=CCCC1 CYCLOHEX-2-ENE